Cl.COC1=CC=C(C=N1)S(=O)(=O)N 6-methoxypyridine-3-sulfonamide hydrochloride